C(C)(=O)OC1(CC(C1)OC(NC=1N=CC2=C(C(=C(C=C2C1)C1=C(C2=C(OCCN2)N=C1)C)F)N)=O)C 3-(((8-Amino-7-fluoro-6-(8-methyl-2,3-dihydro-1H-pyrido[2,3-b][1,4]oxazin-7-yl)isoquinolin-3-yl)carbamoyl)oxy)-1-methylcyclobutyl acetate